C1(CCCCC1)NC1=NC=C(C=C1NC1CCCCC1)C1=NC(=NO1)C N2,N3-dicyclohexyl-5-(3-methyl-1,2,4-oxadiazol-5-yl)pyridine-2,3-diamine